C[Si](CCOCN1N=CC=C1C(=O)O)(C)C 1-{[2-(trimethylsilyl)ethoxy]Methyl}-1H-pyrazole-5-carboxylic acid